N[C@@H](C)C(=O)N[C@@H](C)C(=O)O |&1:1,&2:6| D,L-alanyl-D,L-alanine